(3-bromo-phenyl)-carbamic acid 1-methyl-1,2,3,4-tetrahydro-quinolin-6-yl ester CN1CCCC2=CC(=CC=C12)OC(NC1=CC(=CC=C1)Br)=O